trans-N-[4-[2-[4-(tert-butoxycarbonylamino)cyclohexyl]thiazol-5-yl]-3-(tert-butylsulfamoyl)phenyl]carbamic acid isopropyl ester C(C)(C)OC(NC1=CC(=C(C=C1)C1=CN=C(S1)[C@@H]1CC[C@H](CC1)NC(=O)OC(C)(C)C)S(NC(C)(C)C)(=O)=O)=O